C(#N)CC1=CC=C(C=C1)NC(=O)[C@@H]1[C@@H](CC[C@H](C1)C)C(C)C (1S,2S,5R)-N-(4-(cyanomethyl)phenyl)-2-isopropyl-5-methylcyclohexan-carboxamid